C(C)(C)(C)C=1C=C(C(=O)OCC(COC(CCCN(C)C)=O)COC(CCCCCCC\C=C/C\C=C/CCCCC)=O)C=C(C1)C(C)(C)C 3-((4-(dimethylamino)butanoyl)oxy)-2-((((9Z,12Z)-octadeca-9,12-dienoyl)oxy)methyl)propyl 3,5-di-tert-butylbenzoate